CC1=CC=C(CNC=2C(=NC=C(N2)C#N)C#N)C=C1 3-(4-methylbenzylamino)pyrazine-2,5-dicarbonitrile